NCCCCCNC(OCC1=CC=CC=C1)=O Benzyl (5-aminopentyl)carbamate